C(C)OC([C@H](C(COC)(C)C)N)=O.OC=1C=NC=C(C1C(F)(F)F)O 3,5-dihydroxy-4-(trifluoromethyl)pyridine ethyl-(S)-2-amino-4-methoxy-3,3-dimethylbutyrate